N-(4-chlorobenzyl)thiopyridone ClC1=CC=C(CSN2C(C=CC=C2)=O)C=C1